C(C)N1N=CC(=C1)CN1C(N(C(=C1)C)C1=NC(=CC(=N1)N1C[C@H](OCC1)C)C(F)(F)F)=O 1-[(1-ethyl-1H-pyrazol-4-yl)methyl]-4-methyl-3-{4-[(2R)-2-methylmorpholin-4-yl]-6-(trifluoromethyl)pyrimidin-2-yl}-1,3-dihydro-2H-imidazol-2-one